(E)-2-methyloxirane CC1OC1